2-(4-(pyridin-3-yl)phenyl)ethylamine N1=CC(=CC=C1)C1=CC=C(C=C1)CCN